N-((5-chloro-6-methoxy-1H-indol-2-yl)methyl)-1-methylcyclopropane-1-carboxamide ClC=1C=C2C=C(NC2=CC1OC)CNC(=O)C1(CC1)C